(3S)-3-(4-fluorophenoxymethyl)-2-{[6-methyl-3-(pyrimidin-2-yl)pyridin-2-yl]carbonyl}-2-azabicyclo[3.1.1]heptane FC1=CC=C(OC[C@H]2N(C3CC(C2)C3)C(=O)C3=NC(=CC=C3C3=NC=CC=N3)C)C=C1